tert-butyl N-[(1S)-1-[(1R,2S,5S)-2-[(2-amino-2-oxo-1-phthalazin-1-yl-ethyl)carbamoyl]-6,6-dimethyl-3-azabicyclo[3.1.0]hexane-3-carbonyl]-2,2-dimethyl-propyl]carbamate NC(C(C1=NN=CC2=CC=CC=C12)NC(=O)[C@@H]1[C@H]2C([C@H]2CN1C(=O)[C@H](C(C)(C)C)NC(OC(C)(C)C)=O)(C)C)=O